C(C)(C)(C)OC(=O)N1C(CCC(C1)CC)C(=O)O 1-tert-Butoxycarbonyl-5-ethyl-piperidine-2-carboxylic acid